B(O)(O)C=1C=C(C(=O)NCC=2C=C(CN(CC(=O)O)C(C3=CC(=CC(=C3)Br)B(O)O)=O)C=CC2)C=C(C1)Br N-(3-((3-borono-5-bromobenzamido)methyl)benzyl)-N-(3-borono-5-bromobenzoyl)glycine